2-((S)-1-propenoyl-4-((S)-2,3,5',8'-tetrahydro-6'H-spiro[inden-1,7'-quinazolin]-4'-yl)piperazin-2-yl)acetonitrile C(C=C)(=O)N1[C@H](CN(CC1)C1=NC=NC=2C[C@@]3(CCC12)CCC1=CC=CC=C13)CC#N